N(=[N+]=[N-])C(C)(C)C1=CC=C(C=C1)Cl (2-azidopropan-2-yl)-4-chlorobenzene